4'-Cyclopropyl-5,6'-dimethoxy-N-(4-(1-methyl-4-(trifluoromethyl)-1H-imidazol-2-yl)benzyl)-N-(tetrahydrofuran-3-yl)-[2,5'-bipyrimidin]-4-amine C1(CC1)C1=NC=NC(=C1C1=NC=C(C(=N1)N(C1COCC1)CC1=CC=C(C=C1)C=1N(C=C(N1)C(F)(F)F)C)OC)OC